9,10-bisaminophenanthroline NC1C=CC2=CC=C3C=CC=NC3=C2N1N